(5-(6-(4,4-difluoropiperidin-1-yl)-4-fluoro-1H-benzo[d]imidazol-2-yl)-1H-pyrrol-3-yl)(2-(trifluoromethyl)phenyl)methanone FC1(CCN(CC1)C=1C=C(C2=C(NC(=N2)C2=CC(=CN2)C(=O)C2=C(C=CC=C2)C(F)(F)F)C1)F)F